OC[C@H]1O[C@H]([C@H]2[C@@H]1OC(O2)(C)C)CC(=O)O 2-((3aS,4S,6R,6aR)-6-(hydroxymethyl)-2,2-dimethyltetrahydrofuro[3,4-d][1,3]dioxol-4-yl)acetic acid